3-(2-hydroxy-1,1-dimethylethyl)azetidin-3-ol OCC(C)(C)C1(CNC1)O